C1(CC1)C1=NC=CC=C1C(C(=O)OCC)N1C[C@@H](CC1)C(CCCCC1=NC=2NC(CCC2C=C1)C)F ethyl 2-(2-cyclopropylpyridin-3-yl)-2-((R)-3-(1-fluoro-5-(7-methyl-5,6,7,8-tetrahydro-1,8-naphthyridin-2-yl)pentyl)pyrrolidin-1-yl)acetate